4-fluoro-N-(4-(1-(N-pivaloylsulfamoyl)piperidin-4-yl)phenyl)isoindoline-2-carboxamide FC1=C2CN(CC2=CC=C1)C(=O)NC1=CC=C(C=C1)C1CCN(CC1)S(NC(C(C)(C)C)=O)(=O)=O